4-(2-cyanopropan-2-yl)-N-(4-methyl-3-(2-(methylamino)-8,9-dihydroimidazo[1',2':1,6]pyrido[2,3-d]pyrimidin-6-yl)phenyl)picolinamide C(#N)C(C)(C)C1=CC(=NC=C1)C(=O)NC1=CC(=C(C=C1)C)C1=CC2=C(N=C(N=C2)NC)N2C1=NCC2